C1(=CC=CC=C1)C#CC1=CC=CC=C1 (2-phenylethynyl)benzene